tert-butyl 4-[2-fluoro-3-(p-tolylsulfonyloxy)propyl]-2,2-dimethyl-oxazolidine-3-carboxylate FC(CC1N(C(OC1)(C)C)C(=O)OC(C)(C)C)COS(=O)(=O)C1=CC=C(C=C1)C